4-(3,5-dimethylphenyl)benzo[g]quinazoline CC=1C=C(C=C(C1)C)C1=NC=NC2=CC3=C(C=C12)C=CC=C3